N1C(=NC2=C1C=CC=C2)C(N2CC1=CC=C(C=C1C2=O)C2=CCN(CC2)C(=O)OC(C)(C)C)C2=C(C=CC(=C2)Cl)OC Tert-butyl 4-(2-((1H-benzo[d]imidazol-2-yl) (5-chloro-2-methoxyphenyl) methyl)-3-oxoisoindol-5-yl)-5,6-dihydropyridine-1(2H)-carboxylate